BrC=1C(=C(C(=O)OC)C(=CC1)C)OCC methyl 3-bromo-2-ethoxy-6-methylbenzoate